C(C1=CC=CC=C1)SC1=CC=CC=2N=COC21 7-benzylsulfanyl-1,3-benzoxazole